FC(C1(CC1)CCO)(F)F 2-(1-(trifluoromethyl)cyclopropyl)ethan-1-ol